(S)-quinuclidin-3-yl((R)-5-bromo-6-ethoxy-2,2-dimethyl-2,3-dihydro-1H-inden-1-yl)carbamate N12C[C@H](C(CC1)CC2)OC(N[C@@H]2C(CC1=CC(=C(C=C21)OCC)Br)(C)C)=O